C(C)C1=C(C=NC=C1)C1=C2C=C(NC2=C(C(=C1)C=1CC(CCC1)C(=O)O)F)C(=O)N1CCN(CC1)C1=NC=C(C=C1OC)F 3-[4-(4-ethyl-3-pyridyl)-7-fluoro-2-[4-(5-fluoro-3-methoxy-2-pyridyl)piperazine-1-carbonyl]-1H-indol-6-yl]cyclohex-3-ene-1-carboxylic acid